NC1=CC=C(C(=O)NCCOCCOCCNC(OC(C)(C)C)=O)C=C1 tert-butyl (2-(2-(2-(4-aminobenzamido)ethoxy)ethoxy)ethyl)carbamate